(1-methylethyl) disulfide CC(C)SSC(C)C